ClC=1C=CC(=C(C1)C1=NNC=C1C1=NC2=CC(=CN=C2C=C1)N1C[C@@H](CC1)N1CCCCC1)F |r| 2-[3-(5-chloro-2-fluoro-phenyl)-1H-pyrazol-4-yl]-7-[rac-(3R)-3-(1-piperidyl)pyrrolidin-1-yl]-1,5-naphthyridine